FC=1C(=CC(=C(C(=O)NC=2C(=NC(=CC2)OC)C)C1)NC1=C(C=C(C=C1)F)C)C 5-fluoro-2-((4-fluoro-2-methylphenyl)amino)-N-(6-methoxy-2-methylpyridin-3-yl)-4-methylbenzamide